3-(6-fluoro-3-methyl-2-pyridin-3-yl-1H-indol-1-ylmethyl)-benzonitrile hydrochloride Cl.FC1=CC=C2C(=C(N(C2=C1)CC=1C=C(C#N)C=CC1)C=1C=NC=CC1)C